(1S,3R,5R)-3-[(3-chloro-1,2,4-triazin-6-yl)amino]-2-fluoro-8-azabicyclo[3.2.1]Octane-8-carboxylic acid tert-butyl ester C(C)(C)(C)OC(=O)N1[C@@H]2C([C@@H](C[C@H]1CC2)NC2=CN=C(N=N2)Cl)F